tert-butyl 4-[3-[5-carbamoyl-3-nitro-2-[[(E)-4-(2-nitroanilino)but-2-enyl]amino]phenoxy]propyl]piperazine-1-carboxylate C(N)(=O)C=1C=C(C(=C(OCCCN2CCN(CC2)C(=O)OC(C)(C)C)C1)NC\C=C\CNC1=C(C=CC=C1)[N+](=O)[O-])[N+](=O)[O-]